N=1N=C(NC1)COC1=C(C=C(C=C1OC)C1=CC(=CC=2N(C(N(C21)C)=O)CC(=O)NC=2C=NC=C(C2)C(F)(F)F)C(F)(F)F)F 2-(4-(4-((4H-1,2,4-triazol-3-yl)methoxy)-3-fluoro-5-methoxyphenyl)-3-methyl-2-oxo-6-(trifluoromethyl)-2,3-dihydro-1H-benzo[d]imidazol-1-yl)-N-(5-(trifluoromethyl)pyridin-3-yl)acetamide